4-chloro-N-(methyl(oxo)(4-(5-(trifluoromethyl)-1,2,4-oxadiazol-3-yl)phenyl)-λ6-sulfaneylidene)benzamide ClC1=CC=C(C(=O)N=S(C2=CC=C(C=C2)C2=NOC(=N2)C(F)(F)F)(=O)C)C=C1